C(C1=CC=CC=C1)OC=1C(=NC=C(N1)Cl)I 3-(benzyloxy)-5-chloro-2-iodopyrazine